ClC=1C=CC=C(C(=O)[O-])C1 5-chlorobenzoAt